N-[2-(5-acetamido-2-pyridyl)-2-(1-methylpyrazol-4-yl)propyl]-5-(2,4-difluorophenyl)isoxazole-3-carboxamide C(C)(=O)NC=1C=CC(=NC1)C(CNC(=O)C1=NOC(=C1)C1=C(C=C(C=C1)F)F)(C)C=1C=NN(C1)C